C(C)(C)(C)OC(=O)NC1C(N(C2=C(C(C1)(F)F)C=CC(=C2)C(=O)O)CC2=CC=C(C=C2)OC2=CC=CC=C2)=O 3-(tert-butoxycarbonylamino)-5,5-difluoro-2-oxo-1-[(4-phenoxyphenyl)methyl]-3,4-dihydro-1-benzazepine-8-carboxylic acid